C(=O)(O)[C@H](CC(=O)N1CC2=NC(=C(C=C2C1)OC)OCCCOC1=CC2=C(SC(=C2)C(C[C@@H](C(=O)O)C)=O)C=C1OC)C (S)-4-(5-(3-((6-((S)-3-carboxybutanoyl)-3-methoxy-6,7-dihydro-5H-pyrrolo[3,4-b]pyridin-2-yl)oxy)propoxy)-6-methoxy-benzo[b]thiophen-2-yl)-2-methyl-4-oxobutanoic acid